1,3-bis(2,2-dimethylbutylamino)-5-(3,3-dimethylbutyryl)-aminobenzene copper-tin-aluminum [Al].[Sn].[Cu].CC(CNC1=C(C(=CC(=C1)C(CC(C)(C)C)=O)NCC(CC)(C)C)N)(CC)C